perfluorooctanesulphonic acid tetrahexylammonium salt C(CCCCC)[N+](CCCCCC)(CCCCCC)CCCCCC.FC(C(C(C(C(C(C(C(F)(F)F)(F)F)(F)F)(F)F)(F)F)(F)F)(F)F)(S(=O)(=O)[O-])F